(2-[2-(2-hydroxylethyloxy)ethoxy])ethylene OCCOCCOC=C